O1CCC(CC1)NC1CC=2N(C3=C(C1)C=CC=C3)C=NN2 N-(tetrahydro-2H-pyran-4-yl)-5,6-dihydro-4H-[1,2,4]triazolo[4,3-a][1]benzazepine-5-amine